7'-((7H-pyrrolo[2,3-d]pyrimidin-4-yl)amino)-5'-chloro-1'-methyl-1'H-spiro[cyclobutane-1,2'-quinazolin]-4'(3'H)-one hydrochloride Cl.N1=CN=C(C2=C1NC=C2)NC2=CC(=C1C(NC3(N(C1=C2)C)CCC3)=O)Cl